4-Amino-2-furancarboxylic acid methyl ester hydrochloride Cl.COC(=O)C=1OC=C(C1)N